(R)-N-(3,3-difluoro-1-(oxetan-3-yl)piperidin-4-yl)-5-(imidazo[1,2-a]pyrimidin-6-yl)-4-(methoxy-d3)pyrrolo[2,1-f][1,2,4]triazin-2-amine FC1(CN(CC[C@H]1NC1=NN2C(C(=N1)OC([2H])([2H])[2H])=C(C=C2)C=2C=NC=1N(C2)C=CN1)C1COC1)F